(R)-1-((1-(((tert-butyldimethylsilyl)oxy)methyl)cyclohexyl)methyl)-6-chloro-3-(3-((methylsulfonyl)methyl)pyrrolidin-1-yl)-1H-pyrazolo[4,3-c]pyridine [Si](C)(C)(C(C)(C)C)OCC1(CCCCC1)CN1N=C(C=2C=NC(=CC21)Cl)N2C[C@@H](CC2)CS(=O)(=O)C